C(OC1=CC=CC(=N1)C(=O)N)([2H])([2H])[2H] 6-(methoxy-d3)pyridine-2-carboxamide